ClC=1C(=CC2=C(N(C[C@H](N(S2(=O)=O)C)COC(C)C)C2=CC=CC=C2)C1)C=1C=CC(=C(C(=O)O)C1)F (S)-5-(7-chloro-3-(isopropoxymethyl)-2-methyl-1,1-dioxido-5-phenyl-2,3,4,5-tetrahydrobenzo[f][1,2,5]thiadiazepin-8-yl)-2-fluorobenzoic acid